NC=1N=C(C2=C(N1)C=CN(C2=O)CC2=CC=C(C=C2)CN2CCCC2)OC(C)CCC 2-amino-4-(pentan-2-yloxy)-6-(4-(pyrrolidin-1-ylmethyl)benzyl)pyrido[4,3-d]pyrimidin-5(6H)-one